C1(CC1)N1N=C2C(=CC=C(C2=C1)C=1C=C(C(=O)N)C=CC1)OC 3-(2-cyclopropyl-7-methoxy-2H-indazol-4-yl)benzamide